4-heptenyltrimethoxysilane C(CCC=CCC)[Si](OC)(OC)OC